NC1=C(C=C(C=N1)C=1C=C2N(N1)CC[C@]21CN(CC1)C(=O)NCC)O[C@H](C)C1=CC=C(C=C1)F (3R)-2'-{6-amino-5-[(1R)-1-(4-fluorophenyl)ethoxy]pyridin-3-yl}-N-ethyl-5',6'-dihydrospiro[pyrrolidine-3,4'-pyrrolo[1,2-b]pyrazole]-1-carboxamide